C(C)N1C(C=C(C=C1C)C)C 1-ethyl-2,4,6-trimethyl-pyridine